4-((5-fluoropyrimidin-2-yl)oxy)benzoic acid FC=1C=NC(=NC1)OC1=CC=C(C(=O)O)C=C1